C(#N)COC=1C=C(C(N(C1C)C1=CC(=CC=C1)C(F)(F)F)=O)C(=O)NCC1=CC=C(C=C1)S(=O)(=O)C 5-(cyanomethoxy)-6-methyl-N-[4-(methylsulfonyl)benzyl]-2-oxo-1-[3-(trifluoromethyl)phenyl]-1,2-dihydropyridine-3-carboxamide